1-cyano-2,5-dimethylbenzene C(#N)C1=C(C=CC(=C1)C)C